tert-butyl (R)-3-((S)-4-benzyl-2-oxooxazolidin-3-yl)-2-(4-chlorophenyl)-3-oxopropyl(isopropyl)carbamate C(C1=CC=CC=C1)[C@@H]1N(C(OC1)=O)C([C@@H](CN(C(OC(C)(C)C)=O)C(C)C)C1=CC=C(C=C1)Cl)=O